3-oxanorbornanediol C12(C(OC(CC1)C2)O)O